sodium lauroyl-glucose C(CCCCCCCCCCC)(=O)C(=O)[C@H](O)[C@@H](O)[C@H](O)[C@H](O)CO.[Na]